6-chloro-1-(2-fluoro-1-(pyridin-2-yl)ethyl)-1H-pyrazolo[3,4-b]pyrazine ClC1=CN=C2C(=N1)N(N=C2)C(CF)C2=NC=CC=C2